The molecule is a mixture comprising of theophylline and ethylenediamine in a 2:1 ratio. It has a role as a bronchodilator agent and a cardiotonic drug. It contains a theophylline and an ethylenediamine. CN1C2=C(C(=O)N(C1=O)C)NC=N2.CN1C2=C(C(=O)N(C1=O)C)NC=N2.C(CN)N